CC=1C=CC(N2C1C1=CC=CC=C1CC2)=O 1-methyl-6,7-dihydro-pyrido[2,1-a]isoquinolin-4-one